bromohexane CCCCCCBr